3-(6-(1-((1H-indol-2-yl)methyl)-1H-1,2,3-triazol-4-yl)-2-aminopyrimidin-4-yl)2-methylbenzonitrile N1C(=CC2=CC=CC=C12)CN1N=NC(=C1)C1=CC(=NC(=N1)N)C=1C(=C(C#N)C=CC1)C